N=S(=O)(CC1CNCCC1)C imino(methyl)(piperidin-3-ylmethyl)-λ6-sulfanone